Cl.Cl.C1(=CC=CC=C1)[C@H](CC1=NC=CC=C1)NC(=O)[C@H]1NCCC1 (S)-N-((S)-1-phenyl-2-(pyridin-2-yl)ethyl)pyrrolidine-2-carboxamide dihydrochloride salt